ClC1=C(C=CC2=C1C=C(O2)C(=O)O)N2CCN(CC2)C(C2=C(C=CC(=C2)Cl)Cl)=O 4-chloro-5-[4-(2,5-dichloro-benzoyl)-piperazin-1-yl]-benzofuran-2-carboxylic acid